(+/-)-1-ethyl-N-{[3-(4-{[(3R,4S)-3-fluoro-1-methylpiperidin-4-yl]amino}-1-(2,2,2-trifluoroethyl)-1H-indol-2-yl)-1,2,4-oxadiazol-5-yl]methyl}-1H-pyrrole-3-carboxamide C(C)N1C=C(C=C1)C(=O)NCC1=NC(=NO1)C=1N(C2=CC=CC(=C2C1)N[C@@H]1[C@@H](CN(CC1)C)F)CC(F)(F)F |r|